(S)-4-((2-ethoxyethyl)(4-(5,6,7,8-tetrahydro-1,8-naphthyridin-2-yl)butyl)amino)-2-(1H-indazole-3-carboxamido)butanoic acid C(C)OCCN(CC[C@@H](C(=O)O)NC(=O)C1=NNC2=CC=CC=C12)CCCCC1=NC=2NCCCC2C=C1